C(C=C)(=O)OC(C)COC(C)COC(C)COC(C)COC(C=C)=O tetrapropyleneglycol diacrylate